6-chloro-7-methyl-1,4-dihydropyrido[2,3-b]pyrazine-2,3-dione ClC=1C(=CC2=C(NC(C(N2)=O)=O)N1)C